CC=1C(=CC2=C(C(CO2)=O)C1)C 5,6-dimethyl-3(2H)-benzofuranone